8-acetyl-3-cyclopropyl-2-(4,4-dimethylpiperidin-1-yl)-6-methylisoquinolin-4(3H)-one C(C)(=O)C=1C=C(C=C2C(C(N(CC12)N1CCC(CC1)(C)C)C1CC1)=O)C